7,11,15-trimethyl-3-methylene-1-hexadecene CC(CCCC(C=C)=C)CCCC(CCCC(C)C)C